C(OC=1C=C(C(=O)NNC(NC2=NC3=C(C(=NC=C3)OC)N2)=S)C=CC1OC([2H])([2H])[2H])([2H])([2H])[2H] 2-(3,4-Dimethoxy-d3-benzoyl)-N-(4-methoxy-3H-imidazo[4,5-c]pyridin-2-yl)hydrazinecarbothioamide